2-chloro-3,5-dinitrobenzonitrile ClC1=C(C#N)C=C(C=C1[N+](=O)[O-])[N+](=O)[O-]